NC=1C2=CCCC=C2C=CC1 5-Amino-2,3-dihydronaphthalen